BrC=1C=C(C=CC1I)CN (3-Bromo-4-iodophenyl)methanamine